FC(C(=O)O)(F)F.OCCN1[C@@H](CCCC1)C(=O)NC1=CC(=C(C=C1)C)C(N[C@H](C)C1=CC=CC2=CC=CC=C12)=O (S)-1-(2-hydroxyethyl)-N-(4-methyl-3-(((R)-1-(naphthalen-1-yl)ethyl)carbamoyl)phenyl)piperidine-2-carboxamide 2,2,2-trifluoroacetate